3-(1-oxo-5-(((S)-1-((5-(trifluoromethyl)pyridin-3-yl)methyl)pyrrolidin-3-yl)-oxy)isoindolin-2-yl)piperidine-2,6-dione O=C1N(CC2=CC(=CC=C12)O[C@@H]1CN(CC1)CC=1C=NC=C(C1)C(F)(F)F)C1C(NC(CC1)=O)=O